C(C)(C)(C)OC(=O)NC[C@H](C(=O)O)CCC (R)-2-(((t-butoxycarbonyl)amino)methyl)pentanoic acid